CC1=NC(=CC=C1NC(=O)C1C(CCCC1)C(=O)O)C=1C=NN(C1CNC1=NC=CC(=N1)C1=CC=CC=C1)C 2-((2-methyl-6-(1-methyl-5-(((4-phenylpyrimidin-2-yl)amino)methyl)-1H-pyrazol-4-yl)pyridin-3-yl)carbamoyl)cyclohexane-1-carboxylic acid